C(CCCCCCCCCCCCCCCCCCCCC)OC[C@@H](OO)CO 1-behenyl-2-hydroxy-sn-glycerol